CC1(N(C(CCC1)(C)C)[Zn]N1C(CCCC1(C)C)(C)C)C Bis-(2,2,6,6-tetramethylpiperidinyl)zinc